(1s,2s)-3,3-bis(fluoromethyl)-2-((s)-5H-imidazo[5,1-a]isoindol-5-yl)cyclobutan-1-ol FCC1([C@H]([C@H](C1)O)[C@@H]1N2C(C3=CC=CC=C13)=CN=C2)CF